3,3'-dihydroxy-4,4'-biphenyl OC=1C=CC=CC1C1=C(C=CC=C1)O